C1(CCCCC1)C1=C(C=C(C=C1)C1=NC(=NO1)C1=CC(=C(CN2CC(CC2)C(=O)O)C=C1)C)C(F)(F)F 1-(4-(5-(4-cyclohexyl-3-(trifluoromethyl)phenyl)-1,2,4-oxadiazol-3-yl)-2-methylbenzyl)pyrrolidine-3-carboxylic acid